N-((3R,4S)-4-(3-((2-((3S,4R)-3-fluoro-4-methoxypiperidin-1-yl)pyrimidin-4-yl)amino)-8-(3-((methylsulfonyl)methyl)azetidin-1-yl)isoquinolin-5-yl)tetrahydrofuran-3-yl)but-2-ynamide F[C@H]1CN(CC[C@H]1OC)C1=NC=CC(=N1)NC=1N=CC2=C(C=CC(=C2C1)[C@H]1[C@H](COC1)NC(C#CC)=O)N1CC(C1)CS(=O)(=O)C